[(5-methylfuran-2-yl)methyl]-3-{[6-(oxolan-2-yl)pyridazin-3-yl]amino}benzamide CC1=CC=C(O1)CC1=C(C(=O)N)C=CC=C1NC=1N=NC(=CC1)C1OCCC1